C1N(CCC2=CC=NC=C12)CCC1=CC=C(N)C=C1 4-(2-(3,4-dihydro-2,7-naphthyridin-2(1H)-yl)ethyl)aniline